C(=CC)N1[C@@H](CCCC1)C=1N(C(=C(N1)C1=CC=C(C=C1)C(NC1=NC=CC(=C1)CC)=O)C(=O)N)N (S)-2-(1-propenylpiperidin-2-yl)-1-amino-4-(4-((4-ethylpyridin-2-yl)carbamoyl)phenyl)-1H-imidazole-5-carboxamide